CC(C)OC(=O)C=1N2C(SC1C=1C=NN(C1C)CC13CC4CC(CC(C1)C4)C3)=C(C=N2)C=2N=NC(=CC2)Cl 2-(1-(adamantan-1-ylmethyl)-5-methyl-1H-pyrazol-4-yl)-7-(6-chloropyridazin-3-yl)pyrazolo[5,1-b]thiazole-3-carboxylic acid methylethyl ester